COCC1N(CCC1)CCNC(C1=CN=C(C(=C1)NC1=NN(C2=NC(=NC=C21)NC=2C=NN(C2)C)C)C)=O N-(2-(2-(methoxymethyl)pyrrolidin-1-yl)ethyl)-6-methyl-5-((1-methyl-6-((1-methyl-1H-pyrazol-4-yl)amino)-1H-pyrazolo[3,4-d]pyrimidin-3-yl)amino)nicotinamide